ClC1=C2C(=NC=C1OC=1C=NN3C1C=NC=C3)N=C(N2C)NC=2C(N(C=C(C2)C2CC2)C=2C=NC=CC2)=O 3-((7-chloro-1-methyl-6-(pyrazolo[1,5-a]pyrazin-3-yloxy)-1H-imidazo[4,5-b]pyridin-2-yl)amino)-5-cyclopropyl-2H-[1,3'-bipyridin]-2-one